2-chloro-4-[[4-[[(1S)-2-hydroxy-1-phenyl-ethyl]amino]-5-(5-methyl-1H-1,2,4-triazol-3-yl)pyrimidin-2-yl]amino]-N-methyl-benzamide ClC1=C(C(=O)NC)C=CC(=C1)NC1=NC=C(C(=N1)N[C@H](CO)C1=CC=CC=C1)C1=NNC(=N1)C